C(CCCCCCCCCCCCCC=CCCCCCCCC)(=O)OCCCCCCCCCCCCCCCCCCCCCCCCCCCCCCCCC tritriacontyl tetracos-15-enoate